(bis-2-propenyloxymethyl)butoxy-tris(dodecyl)benzenesulfonic acid C(C=C)OC(OCC=C)C1=C(C(=C(C(=C1S(=O)(=O)O)CCCCCCCCCCCC)CCCCCCCCCCCC)CCCCCCCCCCCC)OCCCC